3R-hydroxymethyl-γ-butyrolactone OC[C@H]1CC(=O)OC1